3-bromo-5-((3,5-dichlorophenylimino)-methyl)phenyl 4-meth-ylbenzoate CC1=CC=C(C(=O)OC2=CC(=CC(=C2)C=NC2=CC(=CC(=C2)Cl)Cl)Br)C=C1